2-(imidazo[1,2-a]pyridin-3-yl)ethan-1-ol N=1C=C(N2C1C=CC=C2)CCO